C(C)(=O)N[C@@H](CC(=O)O)C(=O)O N-Acetyl-Aspartic Acid